FC(C1=NN=C(O1)C=1C=CC2=C(C(N(C(O2)(C)C2=CC=C(C=C2)F)CCOC)=O)C1)F 6-[5-(difluoromethyl)-1,3,4-oxadiazol-2-yl]-2-(4-fluorophenyl)-3-(2-methoxyethyl)-2-methyl-2,3-dihydro-4H-1,3-benzoxazin-4-one